6-(5-{(1S)-1-[3-chloro-5-(trifluoromethyl)benzamido]ethyl}-1H-1,2,4-triazol-1-yl)-N-methylnicotinamide ClC=1C=C(C(=O)N[C@@H](C)C2=NC=NN2C2=NC=C(C(=O)NC)C=C2)C=C(C1)C(F)(F)F